[2-fluoro-4-(1,1,2,2,3,3,3-heptafluoropropyl)-6-hydroxy-phenyl]-2-[1-(2-hydroxyethyl)tetrazol-5-yl]sulfanyl-5-nitro-benzamide FC1=C(C(=CC(=C1)C(C(C(F)(F)F)(F)F)(F)F)O)C=1C(=C(C(=O)N)C=C(C1)[N+](=O)[O-])SC1=NN=NN1CCO